N-((2-(2,6-dioxopiperidin-3-yl)-1-oxoisoindolin-5-yl)methyl)-4-(6-(hydroxyamino)-6-oxohexyl)benzamide O=C1NC(CCC1N1C(C2=CC=C(C=C2C1)CNC(C1=CC=C(C=C1)CCCCCC(=O)NO)=O)=O)=O